(E)-N-cyclopropyl-3-(4-(6-(((1R,3s,5S)-1,5-dimethyl-9-azabicyclo[3.3.1]nonan-3-yl)(methyl)amino)pyridazin-3-yl)-3-hydroxyphenyl)-N-methylacrylamide C1(CC1)N(C(\C=C\C1=CC(=C(C=C1)C=1N=NC(=CC1)N(C)C1C[C@]2(CCC[C@@](C1)(N2)C)C)O)=O)C